tertiary butylphosphorus C(C)(C)(C)[P]